FC1=C(C=CC=C1)/C(=C/[Si](C)(C)C)/C1=C(C=CC=C1)[Si](C)(C)C (Z)-(2-(2-fluorophenyl)-2-(2-(trimethylsilyl)phenyl)vinyl)trimethylsilane